C(=O)(O)C=1C=C(C=CC1OC1=C(C=C(C=C1)[N+](=O)[O-])C(F)(F)F)C1=CC(=C(C=C1)OC1=C(C=C(C=C1)[N+](=O)[O-])C(F)(F)F)C(=O)O 3,3'-dicarboxyl-4,4'-bis(4-nitro-2-trifluoromethyl-phenoxy)biphenyl